[N+](=O)([O-])C=1C=C(C=CC1)C=1C=C(C(=O)O)C=C(N1)NC=1SC=CN1 2-(3-nitrophenyl)-6-(thiazol-2-ylamino)isonicotinic acid